5-(1-(2,2-difluoroethyl)-1H-benzo[d][1,2,3]triazol-6-yl)-4-methoxy-N-((4s,7s)-1-oxaspiro[3.5]nonan-7-yl)-7H-pyrrolo[2,3-d]pyrimidin-2-amine FC(CN1N=NC2=C1C=C(C=C2)C2=CNC=1N=C(N=C(C12)OC)NC1CCC2(CCO2)CC1)F